6-(1-ETHOXYVINYL)-1-METHYL-7-NITRO-1H-INDAZOLE C(C)OC(=C)C1=CC=C2C=NN(C2=C1[N+](=O)[O-])C